6-amino-6'-(2-hydroxy-2-(3-(trifluoromethyl)phenyl)acetamido)-N-isopropyl-4'-methyl-[3,3'-bipyridine]-5-carboxamide NC1=C(C=C(C=N1)C=1C=NC(=CC1C)NC(C(C1=CC(=CC=C1)C(F)(F)F)O)=O)C(=O)NC(C)C